C(C1=CC=CC=C1)NC1=C2N=CN(C2=NC(=N1)C=1C=NC=C(C1)C1=CC=CC=C1)[C@H]1[C@@H]([C@@H]([C@H](O1)C(=O)NC([2H])([2H])[2H])O)O (2S,3S,4R,5R)-5-(6-(benzylamino)-2-(5-phenylpyridin-3-yl)-9H-purin-9-yl)-3,4-dihydroxyl-N-(methyl-d3)-tetrahydrofuran-2-formamide